ClC=1C=C2C(=CC1Cl)NC([C@]21CN(CC1)C(=O)C1=NNC=N1)=O (S)-5,6-dichloro-1'-(1H-1,2,4-triazole-3-carbonyl)spiro[indoline-3,3'-pyrrolidin]-2-one